FC=1C=C(OCC2=NC3=C(N2C)C=CC=C3)C=CC1C1=NN(C=C1C1=CC=NC=C1)C 2-[3-fluoro-4-(1-methyl-4-pyridin-4-yl-1H-pyrazol-3-yl)-phenoxymethyl]-1-methyl-1H-benzimidazole